C(C1=CC=CC=C1)SC=1C=C(C=2N(C1)C(=NN2)C(=O)NNC(C(F)F)=O)Cl 6-(benzylthio)-8-chloro-N'-(2,2-difluoroacetyl)-[1,2,4]triazolo[4,3-a]pyridine-3-carbohydrazide